(4-chlorophenyl)quinoxaline ClC1=CC=C(C=C1)C1=NC2=CC=CC=C2N=C1